NC1=NC(=NC=C1)C=1C(=NN(C1OCC[C@H](C)NC1=C(C=NC(=C1)Cl)C1=NC=C(C=C1)C(C(F)(F)F)(C)O)C)C 2-(4'-(((S)-4-((4-(4-aminopyrimidin-2-yl)-1,3-dimethyl-1H-pyrazol-5-yl)oxy)butan-2-yl)amino)-6'-chloro-[2,3'-bipyridin]-5-yl)-1,1,1-trifluoropropan-2-ol